C(C)(=O)NC1=C(C(=O)NC=2SC(=C(N2)C)[N+](=O)[O-])C=CC(=C1)NCCCCCCCCNC(C[C@H]1C=2N(C3=C(C(=N1)C1=CC=C(C=C1)Cl)C(=C(S3)C)C)C(=NN2)C)=O (S)-2-acetamido-4-((8-(2-(4-(4-chlorophenyl)-2,3,9-trimethyl-6H-thieno[3,2-f][1,2,4]triazolo[4,3-a][1,4]diazepin-6-yl)acetamido)octyl)amino)-N-(4-methyl-5-nitrothiazol-2-yl)benzamide